4-fluorocyclohex-3-en FC1=CCCCC1